1,6-dimethyl-2-oxo-6,7-dihydro-5H-cyclopenta[b]pyridine-3-carboxylic acid CN1C2=C(C=C(C1=O)C(=O)O)CC(C2)C